NC1=C2C=NN(C2=CC=C1)S(=O)(=O)N(CC1=C(C=C(C=C1)OC)OC)C=1SC(=CN1)Cl 4-amino-N-(5-chlorothiazol-2-yl)-N-(2,4-dimethoxybenzyl)-1H-indazol-1-sulfonamide